2,3-Dimercapto-1-propanesulfonic acid SC(CS(=O)(=O)O)CS